β-Valerolacton C1(CC(CC)O1)=O